C(C)(=O)C1=NC=C(N=C1)C 2-acetyl-5-methyl-pyrazine